iso-docosyl isocyanate C(CCCCCCCCCCCCCCCCCCC(C)C)N=C=O